(R)-6-(2-(ethoxymethoxy)-4-(trifluoromethyl)phenyl)-5-methyl-N-(1-methylpiperidin-3-yl)-1,2,4-Triazin-3-amine C(C)OCOC1=C(C=CC(=C1)C(F)(F)F)C1=C(N=C(N=N1)N[C@H]1CN(CCC1)C)C